C(#C)C1=CC=C(C=C1)C1=CC(=C(C=2CCOC21)CO)CNC(C=C)=O N-((7-(4-ethynylphenyl)-4-(hydroxymethyl)-2,3-dihydrobenzofuran-5-yl)methyl)acrylamide